O1CCN(CC1)C=1C=C(CC2=NN3C(=NC=4C=CC=CC4C3=C2)N)C=CC1 2-(3-morpholinobenzyl)pyrazolo[1,5-c]quinazolin-5-amine